6-(4-chlorophenyl)-2-(3-fluorophenyl)-N-[(1S,2S)-2-hydroxycyclohexyl]-3-oxo-2,3-dihydropyridazine-4-carboxamide ClC1=CC=C(C=C1)C=1C=C(C(N(N1)C1=CC(=CC=C1)F)=O)C(=O)N[C@@H]1[C@H](CCCC1)O